3-Amino-6-(2,2-difluorospiro[3.3]heptan-6-yl)-4-(7-fluoro-1H-indazol-4-yl)-1H-1,7-phenanthrolin-2-one NC=1C(NC2=C3C=CC=NC3=C(C=C2C1C1=C2C=NNC2=C(C=C1)F)C1CC2(CC(C2)(F)F)C1)=O